BrC=1C=C(C=C(C1)N1[C@@H](CCC1)C)C(C)N 1-(3-bromo-5-((R)-2-methylpyrrolidin-1-yl)phenyl)ethane-1-amine